(R)-2-amino-6-(bis(3-hydroxy-2,2-bis(hydroxymethyl)propyl)amino)hexanamide N[C@@H](C(=O)N)CCCCN(CC(CO)(CO)CO)CC(CO)(CO)CO